C(C)N1C=CC2=CC(=CC=C12)C=O 1-Ethyl-indole-5-carbaldehyde